ClC1=C2C(=NNC2=CC=C1)N1[C@H](CC(C1)(F)F)CF 4-chloro-3-[(2R)-4,4-difluoro-2-(fluoromethyl)pyrrolidin-1-yl]-1H-indazole